3-[1-(5-Benzylpyrimidin-2-yl)pyrrolidin-3-yl]-6-(1-methyl-1H-pyrazol-4-yl)pyrazolo[1,5-a]pyridine C(C1=CC=CC=C1)C=1C=NC(=NC1)N1CC(CC1)C=1C=NN2C1C=CC(=C2)C=2C=NN(C2)C